5-bromo-N-(5-chloro-6-(2H-1,2,3-triazol-2-yl)pyridin-3-yl)-3,4-dihydro-1,7-naphthyridine-1(2H)-carboxamide BrC1=C2CCCN(C2=CN=C1)C(=O)NC=1C=NC(=C(C1)Cl)N1N=CC=N1